2,6-diazaspiro[3.4]octane-6,8-dicarboxylate C1NCC12CN(CC2C(=O)[O-])C(=O)[O-]